N-methyl-N-[2-(4-phenylbutylamino)ethyl]carbamic acid tert-butyl ester C(C)(C)(C)OC(N(CCNCCCCC1=CC=CC=C1)C)=O